(cis-4-phenylcyclohexyl)methanol ethyl-2-(bis(2,2,2-trifluoroethoxy)phosphoryl)acetate C(C)C(C(=O)OC[C@@H]1CC[C@@H](CC1)C1=CC=CC=C1)P(=O)(OCC(F)(F)F)OCC(F)(F)F